tert-butyl (R)-((3-(5-(4-chlorophenyl)-2-(4,4-difluoroazepan-1-yl)-4-methylnicotinamido)phenyl)(methyl)(oxo)-λ6-sulfaneylidene)carbamate ClC1=CC=C(C=C1)C=1C=NC(=C(C(=O)NC=2C=C(C=CC2)[S@](=O)(C)=NC(OC(C)(C)C)=O)C1C)N1CCC(CCC1)(F)F